ClC1=CC(=NC=C1)[C@@H]1[C@H](C1)C(=O)NC1=NC=NC(=C1)N1[C@H](C[C@@H](C1)O)C=1N=C2N(N=C(C=C2)C2CC2)C1 (1S,2S)-2-(4-chloropyridin-2-yl)-N-(6-((2R,4S)-2-(6-cyclopropyl-imidazo[1,2-b]pyridazin-2-yl)-4-hydroxypyrrolidin-1-yl)pyrimidin-4-yl)cyclopropane-1-carboxamide